ammonioethanol [NH3+]C(C)O